CC(CCCCCCCCC(CCCCCC)O)O heptadecane-2,11-diol